(1S,2R,4S,6S)-2-(4-bromophenyl)-4-ethoxy-6-(hydroxymethyl)cyclohexane-1-carboxylic acid BrC1=CC=C(C=C1)[C@H]1[C@@H]([C@H](C[C@H](C1)OCC)CO)C(=O)O